ClC1=NC(=C(C(=C1I)NC(OC(C)(C)C)=O)C)C tert-Butyl N-(2-chloro-3-iodo-5,6-dimethyl-4-pyridyl)carbamate